BrC=1N(C(=C(N1)C)C(=O)OCC)C[C@H]1OCC1 ethyl (S)-2-bromo-4-methyl-1-(oxetan-2-ylmethyl)-1H-imidazole-5-carboxylate